BrC1=CC=2C(N=C1C)=NNC2 5-bromo-6-methyl-2H-pyrazolo[3,4-b]pyridine